(S)-5-Boc-6-acetyl-5-azaspiro[2.4]heptane C(=O)(OC(C)(C)C)N1CC2(CC2)C[C@H]1C(C)=O